ClC1=C(C=CC(=C1)F)C(=O)N1C[C@@H]2CC[C@H](C1)N2C2=CC(=CC=1NC=NC12)S(=O)(=O)N1CCC(CC1)C1=CC=CC=C1 (2-chloro-4-fluoro-phenyl)-[(1S,5R)-8-[6-[(4-phenyl-1-piperidyl)sulfonyl]-1H-benzimidazol-4-yl]-3,8-diazabicyclo[3.2.1]octan-3-yl]methanone